6,7-dimethyl-1,4-naphthoquinone CC=1C=C2C(C=CC(C2=CC1C)=O)=O